FC=1C=CC(=C(C(=O)NCC=2C=C(C(=C3C=CNC23)B2OC(C(O2)(C)C)(C)C)F)C1)OC 5-fluoro-N-((5-fluoro-4-(4,4,5,5-tetramethyl-1,3,2-dioxaborolan-2-yl)-1H-indol-7-yl)methyl)-2-methoxybenzamide